2,2-dimethyl-3-(3-methyl-2,4-pentadien-1-yl)oxirane CC1(OC1CC=C(C=C)C)C